enanthic acid chloride C(CCCCCC)(=O)Cl